C(C)(C)(C)OC(=O)N1[C@H]([C@H](CCCC1)OC(F)F)CC1=CC=CC=C1 tert-butyl-(2S,3S)-2-benzyl-3-(difluoromethoxy)azepane-1-carboxylate